4-(6-(6-((6-Methoxypyridin-3-yl)methyl)-3,6-diazabicyclo[3.1.1]hept-3-yl)pyridin-3-yl)-6-(pyridin-3-ylmethoxy)pyrazolo[1,5-a]pyridine-3-carbonitrile COC1=CC=C(C=N1)CN1C2CN(CC1C2)C2=CC=C(C=N2)C=2C=1N(C=C(C2)OCC=2C=NC=CC2)N=CC1C#N